O1C(OC2=CC=CC=C12)C=1C=C(C=C(C(=O)O)C1)C(=O)O 5-(1,3-dioxaindolin-2-yl)isophthalic acid